2-[6-amino-5-[8-[2-[3-(5-oxa-2-azaspiro[3.4]oct-2-yl)prop-1-ynyl]-4-pyridinyl]-3,8-diazabicyclo[3.2.1]oct-3-yl]pyridazin-3-yl]phenol NC1=C(C=C(N=N1)C1=C(C=CC=C1)O)N1CC2CCC(C1)N2C2=CC(=NC=C2)C#CCN2CC1(C2)OCCC1